C(C)(C)(C)OC(=O)N1CC(C1)C=1C=CC(=C2C=C(N=CC12)Cl)C(=C)C 3-(3-chloro-5-(prop-1-en-2-yl)isoquinolin-8-yl)azetidine-1-carboxylic acid tert-butyl ester